O-acetyl-L-mandelic acid C(C)(=O)OC([C@@H](O)C1=CC=CC=C1)=O